diisopropyls-butylsilyl acrylate C(C=C)(=O)O[Si](C(C)CC)(C(C)C)C(C)C